NC1=NC=2C=CC=C(C2C=C1)S(=O)(=O)NC(=O)C1(OCC(C1)(C)C)C1=C(C=CC(=C1)C)OC N-(2-aminoquinoline-5-sulfonyl)-2-(2-methoxy-5-methylphenyl)-4,4-dimethyloxolane-2-carboxamide